N-[5-(2,6-difluoro-4-methoxyphenyl)-2-[3-(difluoromethoxy)phenyl]-1-methyl-3-oxo-2,3-dihydro-1H-pyrazol-4-yl]-4-(difluoromethoxy)benzamide FC1=C(C(=CC(=C1)OC)F)C1=C(C(N(N1C)C1=CC(=CC=C1)OC(F)F)=O)NC(C1=CC=C(C=C1)OC(F)F)=O